2-(3-methyl-3H-diazirin-3-yl)ethoxy(carbonyl)-L-lysine CC1(N=N1)CCOC(=O)N[C@@H](CCCCN)C(=O)O